FC(CCCCOC(CCC#N)OCCCCC(C(F)(F)F)(F)F)(C(F)(F)F)F 4,4-bis((5,5,6,6,6-pentafluorohexyl)oxy)butanenitrile